[Si](C1=CC=CC=C1)(C1=CC=CC=C1)(C(C)(C)C)OCC1=NNC(O1)=O 5-[(tert-butyldiphenylsilyl)oxy]Methyl-2,3-dihydro-1,3,4-oxadiazol-2-one